(S)-(4-(4-fluorobenzyl)-3,4-dihydroquinoxalin-1(2H)-yl)(3-(isopropylamino)pyrrolidin-1-yl)methanone FC1=CC=C(CN2CCN(C3=CC=CC=C23)C(=O)N2C[C@H](CC2)NC(C)C)C=C1